C(#N)/N=C(\NC1=CC=CC=C1)/NC1=CC(=CC=C1)N1C(N=C(C2=C1N=C(S2)C2CC2)N(C)C)=O (E)-N''-cyano-N'-{3-[2-cyclopropyl-7-(dimethylamino)-5-oxo-[1,3]thiazolo[4,5-d]pyrimidin-4-yl]phenyl}-N-phenylguanidine